4-bromo-1-(4-(trifluoromethyl)benzyl)-1H-indole-7-carboxylic acid methyl ester COC(=O)C=1C=CC(=C2C=CN(C12)CC1=CC=C(C=C1)C(F)(F)F)Br